CC1(CC(C1)N1C(CC2=NC=CC=C21)=O)N2CCCCC2 (3-methyl-3-(piperidin-1-yl)cyclobutyl)-1,3-dihydro-2H-pyrrolo[3,2-b]pyridin-2-one